C(C(C(CC)=O)=O)C(=CC(C)=C)CC(C(CC)=O)=O dipentanedionyl-isoprene